(S)-(2-(cyclohexylmethoxy)-4,6-dihydroxyphenyl)(8-((tetrahydrofuran-3-yl)amino)-3,4-dihydroisoquinolin-2(1H)-yl)methanone tert-Butyl-(3R)-3-(2-aminopropyl)pyrrolidine-1-carboxylate C(C)(C)(C)OC(=O)N1C[C@H](CC1)CC(C)N.C1(CCCCC1)COC1=C(C(=CC(=C1)O)O)C(=O)N1CC2=C(C=CC=C2CC1)N[C@@H]1COCC1